3-([(6-(methyl[4-(methyl-ethyl)phenyl]amino)-1,2,3,4-tetrahydroisoquinolyl)methyl]amino)pyridine-4-carboxylic acid CN(C=1C=C2CCNC(C2=CC1)CNC=1C=NC=CC1C(=O)O)C1=CC=C(C=C1)C(C)C